C(#N)C[C@H]1CN(CCN1)C1=CC(=NC(=N1)NCC1N(CCCC1)C)C(=O)NC1=CC(=CC2=CC=CC=C12)OC 6-[(3S)-3-(cyanomethyl)piperazin-1-yl]-N-(3-methoxy-1-naphthyl)-2-[(1-methyl-2-piperidyl)methylamino]pyrimidine-4-carboxamide